[N+](=O)([O-])C1=CN=C(S1)NC(N)=O N'-(5-nitro-2-thiazolyl)urea